8-((1-(N,N-bis(chloromethyl)sulfamoyl)cyclopropyl)methoxy)-N-(4-cyanobenzyl)-1-methyl-2-oxo-1,2-dihydro-1,7-naphthyridine-3-carboxamide ClCN(S(=O)(=O)C1(CC1)COC=1N=CC=C2C=C(C(N(C12)C)=O)C(=O)NCC1=CC=C(C=C1)C#N)CCl